BrC=1C=CC=2N(C1)C(=CN2)C(=O)N2CCCC2 (6-bromoimidazo[1,2-a]pyridin-3-yl)(pyrrolidin-1-yl)methanone